5-(difluoromethyl)-2-(4,4,5,5-tetramethyl-1,3,2-dioxaborolan-2-yl)benzonitrile FC(C=1C=CC(=C(C#N)C1)B1OC(C(O1)(C)C)(C)C)F